C(#N)C=1C=CC(=C(C(=O)N[C@@H](CCC(C)(F)F)C(C(=O)NC)=O)C1)NC(C1=CC(=CC=C1)F)=O 5-cyano-N-[(1S)-4,4-difluoro-1-[2-(methylamino)-2-oxo-acetyl]pentyl]-2-[(3-fluorobenzoyl)amino]benzamide